NC1=NN(C=C1C=1C2=C(N=CN1)NC=C2)C2(CN(C2)S(=O)(=O)C(C)C)CC#N 2-{3-[3-amino-4-(7H-pyrrolo[2,3-d]pyrimidine-4-yl)-1H-pyrazol-1-yl]-1-(isopropylsulfonyl)azetidin-3-yl}acetonitrile